N-(cis-1-acetyl-2-(((cis-4-(3,4-difluorophenyl)cyclohexyl)oxy)-methyl)piperidin-3-yl)methanesulfonamide C(C)(=O)N1[C@H]([C@H](CCC1)NS(=O)(=O)C)CO[C@@H]1CC[C@@H](CC1)C1=CC(=C(C=C1)F)F